NC1=NC=C(C2=C1C=NN2COCC[Si](C)(C)C)NC(C(=O)N2[C@H](CC[C@@H](C2)C)C=2C=C1C=CN=CC1=CC2)=O |r| rac-N-(4-amino-1-((2-(trimethylsilyl)ethoxy)methyl)-1H-pyrazolo[4,3-c]pyridin-7-yl)-2-((2R,5S)-2-(isoquinolin-6-yl)-5-methylpiperidin-1-yl)-2-oxoacetamide